4-[(5S)-3-oxo-5-phenyl-6,7-dihydro-3H-pyrrolo[2,1-c][1,2,4]triazol-2(5H)-yl]thiophene-2-carbonitrile O=C1N2C(=NN1C=1C=C(SC1)C#N)CC[C@H]2C2=CC=CC=C2